[K+].P([O-])([O-])([O-])=O.[K+].[K+] phosphoric acid potassium salt